NC1=CC=CC(=N1)S(=O)(=O)NC(=O)C=1C(=NC(=CC1)C1=C(C=CC(=C1)F)F)OC1=C(C=C(C=C1C)C)C N-[(6-Amino-2-pyridyl)sulfonyl]-6-(2,5-difluorophenyl)-2-(2,4,6-trimethylphenoxy)pyridin-3-carboxamid